BrC1=CC=CC=2C3=C(SC21)C=CC(=C3)I 6-bromo-2-iododibenzo[b,d]thiophene